ClC1=C(CCl)C(=C(C(=C1Cl)Cl)Cl)Cl 2,4-dichloro-trichlorobenzyl chloride